CN1CCC(CC1)NC1=CC=C(C=C1)[N+](=O)[O-] 1-methyl-N-(4-nitrophenyl)piperidin-4-amine